NC=1C(=C(C=C2C=C(N=CC12)NC(O[C@H]1[C@H](CN(CC1)C(C)=O)F)=O)C1=C(C2=C(OCCN2)N=C1)C)F (3S,4R)-1-Acetyl-3-fluoropiperidin-4-yl (8-amino-7-fluoro-6-(8-methyl-2,3-dihydro-1H-pyrido[2,3-b][1,4]oxazin-7-yl)isoquinolin-3-yl)carbamate